(2S)-3-(bis(11-((2-ethylhexyl)thio)undecyl)amino)-2-fluoropropan-1-ol C(C)C(CSCCCCCCCCCCCN(C[C@@H](CO)F)CCCCCCCCCCCSCC(CCCC)CC)CCCC